1-(propan-2-yl)-1H-pyrazole-5-carboxylic acid CC(C)N1N=CC=C1C(=O)O